sodium (S)-2-(5-chloro-2-(1,1-difluoropropyl)-4-fluorophenoxy)propanoate ClC=1C(=CC(=C(O[C@H](C(=O)[O-])C)C1)C(CC)(F)F)F.[Na+]